2-[4-[7-hydroxy-1-(trifluoromethyl)-9H-pyrido[3,4-b]indol-9-yl]butyl]-1H-isoindole-1,3(2H)-dione OC1=CC=C2C3=C(N(C2=C1)CCCCN1C(C2=CC=CC=C2C1=O)=O)C(=NC=C3)C(F)(F)F